7-hydroxy-5-methoxyindan-1-spiro-cyclohexane OC=1C=C(C=C2CCC3(CCCCC3)C12)OC